BrC1=C2C=CC=NC2=CC(=C1)OCOC 5-bromo-7-(methoxymethoxy)quinoline